2-(5-(2-(((R)-((R)-8-cyano-3,4-dihydro-2H-benzo[b][1,4]oxazin-2-yl)(phenyl)methyl)amino)ethyl)-2-methoxyphenyl)acetic acid C(#N)C1=CC=CC2=C1O[C@H](CN2)[C@@H](C2=CC=CC=C2)NCCC=2C=CC(=C(C2)CC(=O)O)OC